(RS)-2-(4-isobutylphenyl)propionic acid C(C(C)C)C1=CC=C(C=C1)[C@H](C(=O)O)C |r|